(4-methoxyphenyl)-1-(3,5,6-trimethylpyrazin-2-yl)-1H-pyrrol-5-ol COC1=CC=C(C=C1)C=1N(C(=CC1)O)C1=NC(=C(N=C1C)C)C